ClC=1C(=C(C(=NC1)N)[N+](=O)[O-])NC1CCN(CC1)S(=O)(=O)C1CC1 5-chloro-N4-(1-(cyclopropylsulfonyl)piperidin-4-yl)-3-nitropyridine-2,4-diamine